5-(8-methoxy-[1,2,4]triazolo[1,5-a]pyridin-6-yl)-N-(1-((tetrahydro-2H-pyran-4-yl)methyl)piperidin-4-yl)-4-(2,2,2-trifluoroethyl)-1H-pyrazole-3-carboxamide COC=1C=2N(C=C(C1)C1=C(C(=NN1)C(=O)NC1CCN(CC1)CC1CCOCC1)CC(F)(F)F)N=CN2